α-amino-3-hydroxy-5-methyl-isoxazole-4-propionic acid NC(C(=O)O)CC=1C(=NOC1C)O